FC1=C(C=C(C=C1C(F)(F)F)F)NC(C)=O N-[2,5-difluoro-3-(trifluoromethyl)phenyl]acetamide